Cl.NC1=CC=C(C(=N1)C)CNC([C@H](C)NC(=O)[C@H]1CC2=C(NC3=CC=CC=C23)CN1)=O (R)-N-((S)-1-(((6-amino-2-methylpyridin-3-yl)methyl)amino)-1-oxopropan-2-yl)-2,3,4,9-tetrahydro-1H-pyrido[3,4-b]indole-3-carboxamide hydrochloride